((2R,3S,5R)-5-(4-amino-2-chloro-7H-pyrrolo[2,3-d]pyrimidin-7-yl)-2-ethynyl-3-hydroxytetrahydrofuran-2-yl)methyl pentyl carbonate C(OC[C@]1(O[C@H](C[C@@H]1O)N1C=CC2=C1N=C(N=C2N)Cl)C#C)(OCCCCC)=O